C(C)(C)(C)OC(=O)N1CCOCCOCCN(CCOCCOCC1)CC(=O)O 2-(16-(tert-butoxycarbonyl)-1,4,10,13-tetraoxa-7,16-diazacyclooctadecan-7-yl)acetic acid